C1=CC=CC2=CC3=CC=CC=C3C(=C12)C=1C2=CC=CC=C2C=C2C=CC=CC12 9,9'-Bianthracen